nitrogen {5-bromo-2-[(4-fluorobenzyl)oxy]benzyl}-nitrogen BrC=1C=CC(=C(C[N])C1)OCC1=CC=C(C=C1)F.[N]